5-ethoxycarbonyl-6-[1-methyl-5-(trifluoromethylthio)benzimidazol-2-yl]pyridin-2-carboxylic acid C(C)OC(=O)C=1C=CC(=NC1C1=NC2=C(N1C)C=CC(=C2)SC(F)(F)F)C(=O)O